dibutyl thiophosphate potassium salt [K+].P(=S)(OCCCC)(OCCCC)[O-]